(S)-2-amino-3,3-dimethyl-propanol N[C@H](CO)C(C)C